C(C=C)(=O)OC1CC2C(CC1)O2 (3,4-epoxycyclohexane-1-yl) acrylate